tert-butyl (2S,5R)-2-(cyanomethyl)-5-(2,3-dichloro-6-methoxyphenyl)pyrrolidine-1-carboxylate C(#N)C[C@H]1N([C@H](CC1)C1=C(C(=CC=C1OC)Cl)Cl)C(=O)OC(C)(C)C